2,6-bis(1,1-bis(2-pyridyl)ethyl)pyridine N1=C(C=CC=C1)C(C)(C1=NC=CC=C1)C1=NC(=CC=C1)C(C)(C1=NC=CC=C1)C1=NC=CC=C1